NC1=C2C(C=3C(=C(C(=C(C3C(C2=CC=C1)=O)S(=O)(=O)O)O)O)N)=O diaminodihydroxyanthraquinonesulphonic acid